ICO[Si]([O-])([O-])[O-] (iodomethyl)silicate